(3-methacryloyloxypropyl)Diethoxymethylsilane C(C(=C)C)(=O)OCCC[SiH2]C(OCC)OCC